(4-(3,5-dimethyl-1H-pyrazol-1-yl)benzyl)pyrimidine-4,5-diamine CC1=NN(C(=C1)C)C1=CC=C(CC2=NC=C(C(=N2)N)N)C=C1